C(N)(=O)C1(COC1)N1CCN(CC1)C(=O)OC(C)(C)C tert-Butyl 4-(3-carbamoyloxetane-3-yl)piperazine-1-carboxylate